N1(CCCCC1)C1(CCCC1)CNC(=O)C=1C=2C[C@@H]3[C@H](C2N(N1)C1=C(C=C(C=C1)F)F)C3 (1aR,5aR)-2-(2,4-Difluoro-phenyl)-1a,2,5,5a-tetrahydro-1H-2,3-diaza-cyclopropa[a]pentalene-4-carboxylic acid (1-piperidin-1-yl-cyclopentylmethyl)-amide